FC1=CC2=C(N=C(O2)S(=O)(=O)C)C=C1 6-fluoro-2-(methylsulfonyl)benzo[d]oxazole